COC1=C(CN2[C@H]3[C@@H](OC4(C2=O)CC4)CC=4C=C(C=CC43)C(F)(F)F)C=CC(=C1)OC cis-4'-(2,4-dimethoxybenzyl)-7'-(trifluoromethyl)-4',4a',9',9a'-tetrahydro-3'H-spiro[cyclopropane-1,2'-indeno[2,1-b][1,4]oxazin]-3'-one